C(C)[Si](OCCOC)(CC)CC triethyl-(2-methoxyethoxy)silane